N(N)C1=NC(=CC(=N1)C#N)NC1=CC=C(C=C1)OC 2-hydrazino-6-[(4-methoxyphenyl)amino]pyrimidine-4-carbonitrile